2-(bromomethyl)thiophene-3-carboxylic acid ethyl ester C(C)OC(=O)C1=C(SC=C1)CBr